ClC1=C(C(=CC(=C1)\C=C\C)OC)C=1C(NC2(C1O)CCC(CC2)C)=O 3-{2-Chloro-6-methoxy-4-[(1E)-prop-1-en-1-yl]phenyl}-4-hydroxy-8-methyl-1-azaspiro[4.5]dec-3-en-2-on